CCCCCCCCCCCCCCCCCCCCCCCCCC(=O)N[C@@H](CO[C@@H]1[C@@H]([C@H]([C@@H]([C@H](O1)CO)O[C@H]2[C@@H]([C@H]([C@H]([C@H](O2)CO)O)O)O)O)O)[C@@H]([C@@H](CCCCCCCCCCCCCC)O)O The molecule is a glycophytoceramide having an alpha-lactosyl residue at the O-1 position and a hexacosanoyl group attached to the nitrogen. It has a role as an antigen.